2,4-dimethyl-octan-2-ol CC(C)(CC(CCCC)C)O